3-(4-((4-(((adamantan-1-yl)amino)methyl)benzyl)amino)-1-oxoisoindolin-2-yl)piperidine-2,6-dione C12(CC3CC(CC(C1)C3)C2)NCC2=CC=C(CNC3=C1CN(C(C1=CC=C3)=O)C3C(NC(CC3)=O)=O)C=C2